N=1C=CN2C1C=CC(=C2)C=2C=CN1N=C(N=CC12)N[C@@H](C(F)(F)F)C (R)-5-(imidazo[1,2-a]pyridin-6-yl)-N-(1,1,1-trifluoropropan-2-yl)pyrrolo[2,1-f][1,2,4]triazin-2-amine